5-chloro-7-methyl-3-(1-methylcyclopropyl)-3,4-dihydropyrimido[4,5-d]pyrimidin-2(1H)-one ClC1=C2C(=NC(=N1)C)NC(N(C2)C2(CC2)C)=O